8-[(1S)-1-Hydroxyethyl]-6-methyl-2-(1-methylpyrazol-4-yl)-4-oxo-chromene-3-carbonitrile O[C@@H](C)C=1C=C(C=C2C(C(=C(OC12)C=1C=NN(C1)C)C#N)=O)C